4-cyclopropyl-6-methyl-1,5-naphthyridin-3-amine hydrochloride Cl.C1(CC1)C1=C(C=NC2=CC=C(N=C12)C)N